(2R,3S,4S,5R)-N-(3-cyano-4-fluorophenyl)-3-(3,4-difluoro-2-methoxyphenyl)-4,5-dimethyl-5-(trifluoromethyl)oxolane-2-carboxamide C(#N)C=1C=C(C=CC1F)NC(=O)[C@@H]1O[C@]([C@H]([C@H]1C1=C(C(=C(C=C1)F)F)OC)C)(C(F)(F)F)C